N-[4-(5-chloro-1,3-benzoxazol-2-yl)-1-bicyclo[2.2.2]octanyl]-1,1-dioxo-thiolane-2-carboxamide ClC=1C=CC2=C(N=C(O2)C23CCC(CC2)(CC3)NC(=O)C3S(CCC3)(=O)=O)C1